N-(5-((dimethylamino)methyl)pyridin-2-yl)-5-(2-(spiro[2.5]octan-6-yloxy)pyrimidin-4-yl)thiazol-2-amine CN(C)CC=1C=CC(=NC1)NC=1SC(=CN1)C1=NC(=NC=C1)OC1CCC2(CC2)CC1